decanoyl ketone C(CCCCCCCCC)(=O)C(=O)C(CCCCCCCCC)=O